8-Cyclopentyl-2-[5-(2,6-dimethyl-morpholin-4-yl)-pyridin-2-ylamino]-6-(1-ethoxy-vinyl)-5-methyl-8H-pyrido[2,3-d]pyrimidin-7-one C1(CCCC1)N1C(C(=C(C2=C1N=C(N=C2)NC2=NC=C(C=C2)N2CC(OC(C2)C)C)C)C(=C)OCC)=O